5-Trifluoromethyl-Uridine FC(C=1C(NC(N([C@H]2[C@H](O)[C@H](O)[C@@H](CO)O2)C1)=O)=O)(F)F